3-fluoro-4-(hydroxymethyl)-5-(2-methyl-1H-benzimidazole-5-yl)benzoic acid FC=1C=C(C(=O)O)C=C(C1CO)C1=CC2=C(NC(=N2)C)C=C1